N(=C=O)C1(C(C=C(C=C1)C1=CC(=CC=C1)C)C)N=C=O 4,4-diisocyanato-3,3'-dimethylbiphenyl